Ethyl {1-[2,6-difluoro-4-(5-fluoro-4-isobutoxy-pyrimidin-2-yl)-phenyl]-piperidin-4-yl}-acetate FC1=C(C(=CC(=C1)C1=NC=C(C(=N1)OCC(C)C)F)F)N1CCC(CC1)CC(=O)OCC